C(C)(=O)C=1C=C(C=CC1)NC1=NC=NC2=CC(=C(C=C12)OCCCN1CCOCC1)OC N-(3-Acetylphenyl)-7-methoxy-6-(3-morpholinopropoxy)quinazolin-4-amine